FC(OC=1C=C(C=CC1)N1C=C(C2=CC(=CC=C12)C(=O)N[C@@]1(CS(CC1)(=O)=O)C)C1=CC=C(C=C1)F)F (S)-1-(3-(difluoromethoxy)phenyl)-3-(4-fluorophenyl)-N-(3-methyl-1,1-dioxidotetrahydrothiophen-3-yl)-1H-indole-5-carboxamide